2-((4-(6-((4-chloro-2-fluorobenzofuran-7-yl)methoxy)pyridin-2-yl)cyclohex-3-en-1-yl)methyl)-1-((1-ethyl-1H-imidazol-5-yl)methyl)-1H-benzo[d]imidazole-6-carboxylic acid hydrochloride Cl.ClC1=CC=C(C2=C1C=C(O2)F)COC2=CC=CC(=N2)C2=CCC(CC2)CC2=NC1=C(N2CC2=CN=CN2CC)C=C(C=C1)C(=O)O